ClC1=C(C=C(C=C1)C1=C(C=C(C=C1)C#CC1=CC=C(C=C1)CCC)F)F 4'-chloro-2,3'-difluoro-4-((4-propylphenyl)ethynyl)-1,1'-biphenyl